3-(4-{2-[1-(3-methoxy-4-nitrobenzoyl)piperidin-4-yl]ethynyl}-1-oxo-3H-isoindol-2-yl)piperidine-2,6-dione COC=1C=C(C(=O)N2CCC(CC2)C#CC2=C3CN(C(C3=CC=C2)=O)C2C(NC(CC2)=O)=O)C=CC1[N+](=O)[O-]